(S)-N-(3-bromopropyl)-N-(2,4-difluoro-3-methylphenyl)-1-(6-methyl-4-(trifluoromethyl)pyridin-2-yl)pyrrolidine-2-carboxamide BrCCCN(C(=O)[C@H]1N(CCC1)C1=NC(=CC(=C1)C(F)(F)F)C)C1=C(C(=C(C=C1)F)C)F